Chloro-N,N,N',N'-tetramethylformamidinium hexafluorophosphate F[P-](F)(F)(F)(F)F.ClC(=[N+](C)C)N(C)C